COC1=NC=CC=C1C#C[Si](C)(C)C 2-methoxy-3-[2-(trimethylsilyl)ethynyl]pyridine